C12CN(CCC2C1)CC(=O)NC=1C=C(C(=NC1)C)NC(=O)C=1C=C2C(=NC1)NC(=C2)C=2C=NN(C2)C N-(5-(2-(3-azabicyclo[4.1.0]heptan-3-yl)acetamido)-2-methylpyridin-3-yl)-2-(1-methyl-1H-pyrazol-4-yl)-1H-pyrrolo[2,3-b]pyridine-5-carboxamide